Trans-isocitrate C(C(O)C(C(=O)[O-])CC(=O)[O-])(=O)[O-]